(E)-1-(3-(4-amino-5-(7-methoxy-5-methylbenzothiophen-2-yl)-7H-pyrrolo[2,3-d]pyrimidin-7-yl)azetidin-1-yl)-4-(pyrrolidin-1-yl)but-2-en-1-one NC=1C2=C(N=CN1)N(C=C2C=2SC1=C(C2)C=C(C=C1OC)C)C1CN(C1)C(\C=C\CN1CCCC1)=O